ClC1=NC=CC(=N1)CNC(OC(C)(C)C)=O tert-butyl [(2-chloropyrimidin-4-yl)methyl]carbamate